N1(CCC1)C=1OC2=C(N1)C=C(C(=C2)C2=C(C=CC(=C2)C=2C1=C(N=NC2)N(C=N1)CC)F)OC 2-(Azetidin-1-yl)-6-(5-(7-ethyl-7H-imidazo[4,5-c]pyridazin-4-yl)-2-fluorophenyl)-5-methoxybenzo[d]oxazole